C(C)(C)(C)N=C=NC(C)(C)C N,N'-di-tert.Butylcarbodiimide